ClC1=CC=C(C=C1)[C@H]1CCN(CCC1)C1=C(C(N(C2=CC=CC=C12)C)=O)C#N |r| (Rac)-4-[4-(4-chlorophenyl)azepan-1-yl]-1-methyl-2-oxo-1,2-dihydroquinoline-3-carbonitrile